C(C)(C)N1CC(C1)N 1-isopropyl-azetidin-3-amine